The molecule is a steroidal acyl-CoA that results from the formal condensation of the thiol group of coenzyme A with the carboxy group of any cholestenoic acid. C[C@H](CCC[C@H](C)C(=O)SCCNC(=O)CCNC(=O)[C@@H](C(C)(C)COP(=O)(O)OP(=O)(O)OC[C@@H]1[C@H]([C@H]([C@@H](O1)N2C=NC3=C(N=CN=C32)N)O)OP(=O)(O)O)O)[C@H]4CC[C@@H]5[C@@]4(CC[C@H]6[C@H]5CCC7=CC(=O)CC[C@]67C)C